P(OS(=O)(=O)C)([O-])(=O)N methansulfonyl phosphoramidate